COC1=CC=C(CNC2=CC(NC23CCC3)=O)C=C1 8-((4-methoxybenzyl)amino)-5-azaspiro[3.4]oct-7-en-6-one